2-chloro-4-(4-ethyl-3-methoxyphenyl)-5-isobutylthiazole ClC=1SC(=C(N1)C1=CC(=C(C=C1)CC)OC)CC(C)C